N-(5-((6-((R)-3-(3,4-dichlorophenyl)isoxazolidine-2-yl)pyrimidine-4-yl)amino)-2-((1R,4R)-5-ethyl-2,5-diazabicyclo[2.2.1]heptane-2-yl)-4-methoxyphenyl)acrylamide ClC=1C=C(C=CC1Cl)[C@@H]1N(OCC1)C1=CC(=NC=N1)NC=1C(=CC(=C(C1)NC(C=C)=O)N1[C@H]2CN([C@@H](C1)C2)CC)OC